(4aR,8aS)-6-(3-(4-(3-Fluoropyrrolidin-1-yl)phenyl)azetidin-1-carbonyl)hexahydro-2H-pyrido[4,3-b][1,4]oxazin-3(4H)-on FC1CN(CC1)C1=CC=C(C=C1)C1CN(C1)C(=O)N1C[C@@H]2[C@@H](OCC(N2)=O)CC1